CN1C(C(=C(C2=CC=CC=C12)N1CCC(CC1)OC1=CC(=CC=C1)OC(F)(F)F)C#N)=O 1-methyl-2-oxo-4-{4-[3-(trifluoromethoxy)phenoxy]piperidin-1-yl}-1,2-dihydroquinoline-3-carbonitrile